C(CCCCCCCCC)C1=CC=C(C=C1)NC(C[C@@H]1CN(CC1)C(=O)OC(C)(C)C)=O tert-butyl (R)-3-(2-((4-decylphenyl)amino)-2-oxoethyl)pyrrolidine-1-carboxylate